2-(aminomethyl)-6-[3-(2-chloro-4-fluoro-benzoyl)-3,8-diazabicyclo[3.2.1]octan-8-yl]-N-(3-fluoropropyl)pyridine-4-sulfonamide NCC1=NC(=CC(=C1)S(=O)(=O)NCCCF)N1C2CN(CC1CC2)C(C2=C(C=C(C=C2)F)Cl)=O